iridium urea NC(=O)N.[Ir]